5-(1-(2,2-difluoropropyl)-1H-benzo[d][1,2,3]triazol-6-yl)-6-fluoro-4-methoxy-N-(2-oxaspiro[3.5]nonan-7-yl)pyrrolo[2,1-f][1,2,4]triazin-2-amine FC(CN1N=NC2=C1C=C(C=C2)C=2C(=CN1N=C(N=C(C12)OC)NC1CCC2(COC2)CC1)F)(C)F